[C@H](C)(CC)NC=1C2=C(N=C(N1)NC1=C(C=C(C=C1)P1(CCN(CC1)C1CC1)=O)OC)NC=C2C#N (S)-4-(sec-butyl-amino)-2-((4-(1-cyclopropyl-4-oxido-1,4-azaphosphinan-4-yl)-2-methoxyphenyl)amino)-7H-pyrrolo[2,3-d]pyrimidine-5-carbonitrile